4-(dibenzylamino)-2-fluorobenzaldehyde C(C1=CC=CC=C1)N(C1=CC(=C(C=O)C=C1)F)CC1=CC=CC=C1